BrC=1C(=CC=C2C=C(C=C(C12)C1=C(C=2N=C(N=C(C2C=N1)N1C[C@@](CCC1)(O)C)OC[C@]12CCCN2C[C@@H](C1)F)F)O)F (R)-1-(7-(8-bromo-7-fluoro-3-hydroxynaphthalen-1-yl)-8-fluoro-2-(((2R,7aS)-2-fluorohexahydro-1H-pyrrolizin-7a-yl)methoxy)pyrido[4,3-d]pyrimidin-4-yl)-3-methylpiperidin-3-ol